C(C)OC(NC1=C(C=C(C=C1)NCC1=C(C2=C(S1)C=C(C=C2)Cl)OC)N)=O {2-Amino-4-[(6-chloro-3-methoxy-benzo[b]thiophen-2-ylmethyl)-amino]-phenyl}-carbamic acid ethyl ester